5-[2,3-difluoro-4-[3-(fluoromethyl)-1-(2-methoxyethyl)pyrazol-4-yl]phenyl]-1-methyl-imidazole-2-carboxamide FC1=C(C=CC(=C1F)C=1C(=NN(C1)CCOC)CF)C1=CN=C(N1C)C(=O)N